(S)-3-amino-N-(7-fluoro-6-(piperazin-1-yl)-1,2,3,4-tetrahydronaphthalen-2-yl)-6-methylthieno[2,3-b]pyridine-2-carboxamide NC1=C(SC2=NC(=CC=C21)C)C(=O)N[C@@H]2CC1=CC(=C(C=C1CC2)N2CCNCC2)F